ClC1=C(C=CC(=C1)CN1C=NC(=C1)Cl)[C@H]1[C@@H](C1)C(=O)O (1R,2R)-2-(2-Chloro-4-((4-chloro-1H-imidazol-1-yl)methyl)phenyl)cyclopropane-1-carboxylic acid